C1(CC1)C1=NN(C2=CC(=CC=C12)C1=CC(=NC=C1)N)C1=CC=C(C=C1)C1CC1 4-(3-cyclopropyl-1-(4-cyclopropylphenyl)-1H-indazol-6-yl)pyridin-2-amine